C(=O)(O)C(O)C(O)C(=O)O.C(C=C)C=1C(=C(C=CC1)C=NNC(CN1CCN(CC1)CC1=CC=CC=C1)=O)O N'-[(3-allyl-2-hydroxyphenyl)methylene]-2-(4-benzyl-1-piperazinyl)acetylhydrazine tartrate